NC1=NC=2C=C(C=CC2C2=C1C=NN2C)CN(C(=O)C=2C=NC(=CC2)C2CC2)C2=C(C=C(C=C2)C)S(=O)(=O)C N-({4-amino-1-methyl-1H-pyrazolo[4,3-c]quinolin-7-yl}methyl)-6-cyclopropyl-N-(2-methanesulfonyl-4-methylphenyl)pyridine-3-carboxamide